N,N-dimethyl-1-(octyloxy)-3-({8-[(1S,2S)-2-{[(1R,2R)-2-pentyl-cyclopropyl]-methyl}cyclopropyl]octyl}oxy)propan-2-amine CN(C(COCCCCCCCC)COCCCCCCCC[C@@H]1[C@@H](C1)C[C@@H]1[C@@H](C1)CCCCC)C